[6-(3-cyclopropyl-1H-1,2,4-triazol-5-yl)-2-azaspiro[3.3]heptan-2-yl]-[6-[[6-(trifluoromethoxy)-3-pyridyl]methyl]-2-azaspiro[3.3]heptan-2-yl]methanone C1(CC1)C1=NNC(=N1)C1CC2(CN(C2)C(=O)N2CC3(C2)CC(C3)CC=3C=NC(=CC3)OC(F)(F)F)C1